4-(1-(3-acrylamidophenyl)-3-amino-1H-pyrazol-4-yl)-2-methoxybenzamide C(C=C)(=O)NC=1C=C(C=CC1)N1N=C(C(=C1)C1=CC(=C(C(=O)N)C=C1)OC)N